F[C@@H]1C[C@@]2(CCCN2C1)COC1=NC2=CC=CC=C2C=N1 ((2R,7aS)-2-fluorotetrahydro-1H-pyrrolizin-7a(5H)-yl)methoxyquinazoline